[Si](C1=CC=CC=C1)(C1=CC=CC=C1)(C(C)(C)C)OCC1=C(N=CN1COCC[Si](C)(C)C)SCC1=CC=C(C=C1)OC 5-(((tert-butyldiphenylsilyl)oxy)methyl)-4-((4-methoxybenzyl)thio)-1-((2-(trimethyl-silyl)ethoxy)methyl)-1H-imidazole